3,5-dicarboxyl-pyrazole monohydrate O.C(=O)(O)C1=NNC(=C1)C(=O)O